OC1=C(C=C2C(C(=COC2=C1)C1=CC=C(C=C1)[O-])=O)OC.C1(CC2C(CC1)O2)CC[Si](O[Si](CCC2CC1C(CC2)O1)(C)C)(C)C 1,3-bis[2-(3,4-epoxycyclohexyl)ethyl]tetramethyldisiloxane 4-(7-hydroxy-6-methoxy-4-oxo-4H-chromen-3-yl)phenolate